COC1=CC=C(C=C1)C1=NC=CC(=C1)N1CC2=C(CC1)N(N=C2C)CC21CCC(CC2)(CC1)N 4-((5-(2-(4-methoxyphenyl)pyridin-4-yl)-3-methyl-4,5,6,7-tetrahydro-1H-pyrazolo[4,3-c]pyridin-1-yl)methyl)bicyclo[2.2.2]octan-1-amine